C(C1=CC=CC=C1)N(C(=O)NCCC1=CC=CC=C1)CC1=CC=CC=C1 1,1-dibenzyl-3-phenethyl-urea